CC1=NN(C=C1)C1CCN(CC1)C 3-methyl-1-(1-methyl-4-piperidyl)pyrazol